C(C)(=O)O.C(CCCCCCCCCCC)OCCCCCCCCCCCC Lauryl ether acetate